2-(4'-fluoro-3'-methyl-2-(4-(4-methyl-1-((2-(trimethylsilyl)ethoxy)methyl)-1H-imidazol-5-yl)piperidin-1-yl)-[1,1'-biphenyl]-4-yl)ethan-1-amine FC1=C(C=C(C=C1)C1=C(C=C(C=C1)CCN)N1CCC(CC1)C1=C(N=CN1COCC[Si](C)(C)C)C)C